ClC1=CC=C(C(=O)OC(CC=2N(C=C(C2)C)C)=O)C=C1 4-chlorobenzoyl-1,4-dimethyl-1H-pyrrole-2-acetate